ClC=1C(=NC=C(C(=O)NC)C1)N1C(=NC2=C(C1=O)C[C@H](N(C2)C(C2=CC(=C(C=C2)Cl)C(F)(F)F)=O)C)NC(C)C (R)-5-chloro-6-(7-(4-chloro-3-(trifluoromethyl)benzoyl)-2-(isopropylamino)-6-methyl-4-oxo-5,6,7,8-tetrahydropyrido[3,4-d]pyrimidin-3(4H)-yl)-N-methylnicotinamide